C1(=CC=CC=C1)NC(=N)NC(=N)NC1=CC=CC=C1 1,5-diphenylbiguanide